5-[1-(2,5-Dimethyl-2H-pyrazol-3-yl)-piperidin-4-yl]-2-methyl-7-(2-trifluoromethyl-benzyl)-2,4,5,7-tetrahydro-pyrazolo[3,4-d]pyrimidin-6-one CN1N=C(C=C1N1CCC(CC1)N1C(N(C=2C(C1)=CN(N2)C)CC2=C(C=CC=C2)C(F)(F)F)=O)C